4-(4-(cyclohexylamino)-5-(1-methyl-1H-pyrazol-4-yl)pyrimidin-2-ylamino)-1,5-dimethyl-2-phenyl-1,2-dihydropyrazol-3-one C1(CCCCC1)NC1=NC(=NC=C1C=1C=NN(C1)C)NC=1C(N(N(C1C)C)C1=CC=CC=C1)=O